ClC1=CC=C(C=C1)C=1N=C(SCC1)N (4-chlorophenyl)-6H-1,3-thiazin-2-amine